methyl 2-(6-hydroxy-10-(4-methoxyphenoxy)-[1,2,4]triazolo[5,1-a]isoquinoline-5-carboxamido)acetate OC1=C(N2C(C3=C(C=CC=C13)OC1=CC=C(C=C1)OC)=NC=N2)C(=O)NCC(=O)OC